COCCC1=NN2C(N(C(C(CC2)NC(OC(C)(C)C)=O)=O)C)=C1 tert-butyl (2-(2-methoxyethyl)-4-methyl-5-oxo-5,6,7,8-tetrahydro-4H-pyrazolo[1,5-a][1,3]diazepin-6-yl)carbamate